(E)-3-(2-(4-chlorophenyl)imidazo[1,2-a]pyridin-3-yl)-1-(5,6-dimethoxyisoindolin-2-yl)prop-2-en-1-one ClC1=CC=C(C=C1)C=1N=C2N(C=CC=C2)C1/C=C/C(=O)N1CC2=CC(=C(C=C2C1)OC)OC